CN1N=CC(=C1)C=1C=C(C=2N(C1)N=CC2)C=2C=NC(=CC2)N2CCNCC2 6-(1-Methyl-1H-pyrazol-4-yl)-4-(6-(piperazin-1-yl)pyridin-3-yl)pyrazolo[1,5-a]pyridine